N-[4-chloro-2-(3-pyridyl)thiazol-5-yl]-N-methyl-3-methylsulfanylpropionamide ClC=1N=C(SC1N(C(CCSC)=O)C)C=1C=NC=CC1